ClC1=NC(=C(C(=C1)C)Br)C 2-chloro-4,6-dimethyl-5-bromopyridine